C(C)(C)(C)N1N=C(C=2C1=NC=NC2)CC2=CC(=CC=C2)C 1-tert-butyl-3-(3-methylbenzyl)-1H-pyrazolo[3,4-d]pyrimidin